BrC=1C=C(N=NC1)OCC(F)(F)F 5-bromo-3-(2,2,2-trifluoroethoxy)pyridazine